C(#N)C=1C=C2C(=CC=NC2=CC1)NC=1C=C(C(=O)NC=2C=NC=C(C2)NC2=CC=NC=C2)C=CC1 3-((6-cyanoquinolin-4-yl)amino)-N-(5-(pyridin-4-ylamino)pyridin-3-yl)benzamide